[Cl-].[Cl-].FC(C=1C=C(C=CC1)C(=[Zr+2](C1(C(C(C(C2(C3C(=C4C=5C=CC=CC5CC4=C21)C=CCC3)C)(C)C)(C)C)(C)C)C)C3C=CC=C3)C3=CC(=CC=C3)C(F)(F)F)(F)F Bis(m-trifluoromethylphenyl)methylene(cyclopentadienyl)(octamethyloctahydrodibenzofluorenyl)zirconium dichloride